5-(2-aminoacetamido)-N-((1,2,3,5,6,7-hexahydro-s-indacen-4-yl)methyl)-2-methylbenzamide NCC(=O)NC=1C=CC(=C(C(=O)NCC2=C3CCCC3=CC=3CCCC23)C1)C